C1COCCCSC1 The molecule is an oxathiocane in which the oxygen and sulfur atoms are at positions 1 and 5 respectively. It is an oxathiiocane, an aliphatic sulfide and a cyclic ether.